adiponitrile-1,6-13C2 [13C](CCCC[13C]#N)#N